C1(CC1)C(=O)N1CCC(CC1)(O)CN1C=NC2=C(C1=O)C=NN2C2=CC=C(C=C2)NCCC2=CC=CC=C2 5-[(1-cyclopropanecarbonyl-4-hydroxypiperidin-4-yl)methyl]-1-{4-[(2-phenylethyl)amino]phenyl}-1H,4H,5H-pyrazolo[3,4-d]pyrimidin-4-one